BrC1=CC=C(C=C1)CCC(C)=O p-bromo-4-phenyl-2-butanone